C(C(=C)C)(=O)O.C1(C=CC(C=C1)=O)=O benzoquinone monomethacrylate